C(C)(C)(C)OC(=O)N1C[C@H]2N(C3=C(OCC2)C=C(C=C3)N3C(NC(CC3)=O)=O)CC1 (S)-9-(2,4-dioxotetrahydropyrimidin-1(2H)-yl)-1,2,4,4a,5,6-hexahydro-3H-benzo[b]pyrazino[1,2-d][1,4]oxazepine-3-carboxylic acid tert-butyl ester